FC(C=1C=C(C=CC1)C1=CC(=CC=C1)C(=O)O)(F)F 3'-(trifluoromethyl)-[1,1'-biphenyl]-3-carboxylic acid